N[C@@H]1C[C@@H](CC12CCN(CC2)C2=NC(=C(C(=N2)C#N)C2=C(C(=CC=C2)Cl)Cl)C)O 2-((1R,3r)-1-amino-3-hydroxy-8-azaspiro[4.5]dec-8-yl)-5-(2,3-dichlorophenyl)-6-methylpyrimidine-4-carbonitrile